N,N-dimethyltetradecyl-para-vinylbenzyl-ammonium chloride [Cl-].C[N+](C)(CC1=CC=C(C=C1)C=C)CCCCCCCCCCCCCC